N-(3-(3-(9H-purin-6-yl)pyridin-2-ylamino)-4-methylphenyl)-5-chloro-4-(trifluoromethyl)picolinamide N1=CN=C2NC=NC2=C1C=1C(=NC=CC1)NC=1C=C(C=CC1C)NC(C1=NC=C(C(=C1)C(F)(F)F)Cl)=O